C1(CC1)CN(C1=NC=NC2=C(C=C(C=C12)C(F)(F)F)C(F)(F)F)C(C)C1=NC=CN=C1C1=NC=CC=N1 N-(cyclopropylmethyl)-N-[1-(3-pyrimidin-2-ylpyrazin-2-yl)ethyl]-6,8-bis(trifluoromethyl)quinazolin-4-amine